4-hydroxy-N-[(1R)-2-hydroxy-1-[4-(4-methyl-1,3-thiazol-5-yl)phenyl]ethyl]pyrrolidine-2-carboxamide OC1CC(NC1)C(=O)N[C@@H](CO)C1=CC=C(C=C1)C1=C(N=CS1)C